Titanium triisobutoxide chloride [Cl-].CC(C)C[O-].CC(C)C[O-].CC(C)C[O-].[Ti+4]